N-(4-fluorophenyl)-5-(1-methyl-1H-pyrazol-4-yl)thieno[3,2-b]pyridin-3-amine FC1=CC=C(C=C1)NC1=CSC=2C1=NC(=CC2)C=2C=NN(C2)C